3-(3-(trifluoromethyl)benzyl)-N1,N1-dimethyl-1H-1,2,4-triazole-1,3-disulfonamide FC(C=1C=C(CC2(NN(C=N2)S(=O)(=O)N(C)C)S(=O)(=O)N)C=CC1)(F)F